P(=O)(O)(O)O.C(C1=CC=CC=C1)N1CCN(CC1)C(=O)C=1C(=NC=CC1)NCCC(C)C (4-benzylpiperazin-1-yl)-[2-(3-methylbutylamino)pyridin-3-yl]methanone monophosphate